C(C)(C)(C)NS(=O)(=O)C=1C=C(C=CC1C1=CN=C(S1)N1CCC(CC1)O)NC(C)=O N-[3-(tert-butylsulfamoyl)-4-[2-(4-hydroxy-1-piperidyl)thiazol-5-yl]phenyl]acetamide